NC1=NC(N(C=C1F)[C@H]1O[C@H](OC1)COC1=C(OP(=O)=N[C@H](C(=O)OC2CCCC2)C)C=CC=C1)=O (S)-cyclopentyl 2-((S)-(((2s,4S)-4-(4-amino-5-fluoro-2-oxopyrimidin-1(2H)-yl)-1,3-dioxolan-2-yl) methoxy)(phenoxy)phosphorylamino)propanoate